(cis)-ethyl 4-((tert-butoxycarbonyl)amino)tetrahydrofuran-2-carboxylate C(C)(C)(C)OC(=O)N[C@@H]1C[C@@H](OC1)C(=O)OCC